(R)-5-(3-chloroimidazo[1,2-b]pyridazin-6-yl)-N-(1,1,1-trifluoropropan-2-yl)-7H-pyrrolo[2,3-d]pyrimidin-2-amine ClC1=CN=C2N1N=C(C=C2)C2=CNC=1N=C(N=CC12)N[C@@H](C(F)(F)F)C